C(#N)C=1C(=NC(=C(C1CC)C#N)CC)SC(C(=O)N)C1=CC=CC=C1 2-((3,5-dicyano-4,6-diethylpyridin-2-yl)thio)-2-phenylacetamide